COC(C1=NC=C(C=C1NCC1(CC1)CC#N)[N+](=O)[O-])=O (((1-(cyanomethyl)cyclopropyl)methyl)amino)-5-nitropicolinic acid methyl ester